[Cr].[Sn] Tin Chromium